(E)-7-(3-((tert-butyldimethylsilyl)oxy)prop-1-en-1-yl)-1-(cyclopropylmethyl)-1H-indole-2-carboxylic acid methyl ester COC(=O)C=1N(C2=C(C=CC=C2C1)\C=C\CO[Si](C)(C)C(C)(C)C)CC1CC1